CN1N=CC(=C1OS(=O)(=O)CCC)C(=O)C=1C=CC2=C(C(CS2(=O)=O)(C)C)C1C 1-methyl-4-[(3,3,4-trimethyl-1,1-dioxo-2,3-dihydro-1-benzothien-5-yl) carbonyl]-1H-pyrazol-5-ylpropane-1-sulfonate